C(#N)OC1=CC=C(C=C1)C(C(C)(C)C)(CC)C1=CC=C(C=C1)OC#N 3,3-bis(4-cyanooxyphenyl)-2,2-dimethylpentane